2'-Bromo-1-methyl-5',6'-dihydro-4'H-spiro[piperidine-4,7'-pyrazolo[1,5-a]pyrimidine]-3'-carboxamide BrC1=NN2C(NCCC23CCN(CC3)C)=C1C(=O)N